2-(6-(trifluoromethyl)pyridin-3-yl)acetamide FC(C1=CC=C(C=N1)CC(=O)N)(F)F